(1S,3S)-N-(6-((R)-1-cyanospiro[2.2]pentan-1-yl)isoquinolin-3-yl)-2-ethyl-3-(1-methyl-1H-pyrazol-4-yl)cyclopropane-1-carboxamide C(#N)[C@@]1(CC12CC2)C=2C=C1C=C(N=CC1=CC2)NC(=O)[C@H]2C([C@@H]2C=2C=NN(C2)C)CC